CC(CCC(CCC)=O)=O 2,5-Octandion